5-(pyrazolo[1,5-a]pyridin-5-yl)-N-(1,4-dioxaspiro[4.5]decan-8-yl)-7H-pyrrolo[2,3-d]pyrimidin-2-amine N1=CC=C2N1C=CC(=C2)C2=CNC=1N=C(N=CC12)NC1CCC2(OCCO2)CC1